C(C)(=O)[O-].C(CCCCCCC)[N+](C)(C)C octyl-trimethyl-ammonium acetate